C(N1C(OC2=C1C=C(C=C2)B2OC(C(O2)(C)C)(C)C)=O)([2H])([2H])[2H] 3-(2H3)methyl-5-(4,4,5,5-tetramethyl-1,3,2-dioxaborolan-2-yl)-1,3-benzoxazol-2-one